NC1=CC=2C(=C3C(=NC2C=C1F)C1=CC2=C(C(N1C3)=O)COC([C@]2(O)CC)=O)CNS(=O)(=O)CCO (S)-N-((9-amino-4-ethyl-8-fluoro-4-hydroxy-3,14-dioxo-3,4,12,14-tetrahydro-1H-pyrano[3',4':6,7]indolizino[1,2-b]quinolin-11-yl)methyl)-2-hydroxyethane-1-sulfonamide